tert-butyl (1-(7-morpholinothiazolo[5,4-d]pyrimidin-2-yl)piperidin-4-yl)carbamate O1CCN(CC1)C=1C2=C(N=CN1)SC(=N2)N2CCC(CC2)NC(OC(C)(C)C)=O